propyl 2,4,6-tri-O-acetyl-3-deoxy-3-[4-(3,4,5-trifluorophenyl)-1H-1,2,3-triazol-1-yl]-1-thio-α-D-galactopyranoside C(C)(=O)O[C@H]1[C@@H](SCCC)O[C@@H]([C@@H]([C@@H]1N1N=NC(=C1)C1=CC(=C(C(=C1)F)F)F)OC(C)=O)COC(C)=O